Benzyl [(1SR,2SR,4RS)-2-{[tert-butyl(diphenyl)silyl]oxy}-4-(1,3-dioxo-1,3-dihydro-2H-isoindol-2-yl)cyclopentyl]carbamate [Si](C1=CC=CC=C1)(C1=CC=CC=C1)(C(C)(C)C)O[C@@H]1[C@H](C[C@H](C1)N1C(C2=CC=CC=C2C1=O)=O)NC(OCC1=CC=CC=C1)=O |r|